methyl 2-(cis-7-bromo-4-oxo-1,2,2a,8b-tetrahydrocyclobuta[c]isoquinolin-3(4H)-yl)acetate BrC1=CC=2[C@@H]3[C@H](N(C(C2C=C1)=O)CC(=O)OC)CC3